benzyl 3-(p-tolyloxy)piperidine-1-carboxylate C1(=CC=C(C=C1)OC1CN(CCC1)C(=O)OCC1=CC=CC=C1)C